NC1=NC=CC(=C1F)CC=1C(=C(C(=C(C(=O)NCC#CC)C1)NC1=C(C=C(C=C1)I)F)F)F (R)-5-((2-amino-3-fluoropyridin-4-yl)methyl)-N-(but-2-yn-1-yl)-3,4-difluoro-2-((2-fluoro-4-iodophenyl)amino)benzamide